4-(8-bromo-1-(3,5-dichlorophenyl)-7-methoxy-1,4-dihydrochromeno[4,3-c]pyrazole-3-carbonyl)-5,5-dimethylpiperazin-2-one BrC1=CC2=C(C=C1OC)OCC1=C2N(N=C1C(=O)N1CC(NCC1(C)C)=O)C1=CC(=CC(=C1)Cl)Cl